C(#N)C=1N=CC(=NC1)NC1=NNC(=C1)C1=C(OCC2CN(CCS2)C(=O)OC(C)(C)C)C=CC=C1OC tert-butyl 2-[[2-[3-[(5-cyanopyrazin-2-yl)amino]-1H-pyrazol-5-yl]-3-methoxyphenoxy]methyl]thiomorpholine-4-carboxylate